5-[(6-methoxypyridin-3-yl)sulfonylamino]-1,3-thiazole-4-carboxylic acid COC1=CC=C(C=N1)S(=O)(=O)NC1=C(N=CS1)C(=O)O